C1(=C(C=CC=C1)[Fe+])C(C)C cumenyl-iron(1+)